O1C(=CC=C1)C=1N(C(=NN1)SC(C(=O)NC1=C(C2=C(S1)CCC2)C(=O)N)C)C2=CC=CC=C2 2-(2-((5-(furan-2-yl)-4-phenyl-4H-1,2,4-triazol-3-yl)thio)propanamido)-5,6-dihydro-4H-cyclopenta[b]thiophene-3-carboxamide